ClC1=C(C(=NC2=CC(=C(C=C12)NC(C)=O)OCC)CC)C#N N-(4-chloro-3-cyano-7-ethoxy-2-ethylquinolin-6-yl)acetamide